NC1=C(C=CC(=C1)Cl)O 2-amino-4-chloro-phenol